CC1=CC=C(C=C1)S(=O)(=O)OC(C)CC sec-butyl (R)-p-toluenesulfonate